hexadecyltrimethylammonium hypobromite Br[O-].C(CCCCCCCCCCCCCCC)[N+](C)(C)C